(R)-N-((R)-1-(3,6-dimethyl-4-oxo-2-(pyridin-2-yl)-3,4-dihydroquinazolin-8-yl)ethyl)-2-methylpropane-2-sulfinamide CN1C(=NC2=C(C=C(C=C2C1=O)C)[C@@H](C)N[S@](=O)C(C)(C)C)C1=NC=CC=C1